Cl.N1CC(C1)OC=1C=CC(=NC1)[C@H]1N([C@@H](CC2=C3C(=CC=C12)NN=C3)C)CC(F)F (6S,8R)-6-(5-(azetidin-3-yloxy)pyridin-2-yl)-7-(2,2-difluoroethyl)-8-methyl-6,7,8,9-tetrahydro-3H-pyrazolo[4,3-f]isoquinoline hydrochloride